C12(CC3CC(CC(C1)C3)C2)NCCCC(=O)NC2=CC=CC=3N(C(N(C32)C)=O)C3C(NC(CC3)=O)=O 4-((adamantan-1-yl)amino)-N-(1-(2,6-dioxopiperidin-3-yl)-3-methyl-2-oxo-2,3-dihydro-1H-benzo[d]imidazol-4-yl)butanamide